N-((1S,4r)-4-((S)-1-hydroxyethyl)cyclohexyl)-5-(1H-imidazol-1-yl)-1H-pyrazolo[3,4-c]pyridine-7-carboxamide O[C@@H](C)C1CCC(CC1)NC(=O)C=1N=C(C=C2C1NN=C2)N2C=NC=C2